COC=1C=C2C(=NC=NC2=CC1OCC1CCNCC1)C1=CC=C(C=C1)NC(CC1=CC=C(C=C1)C(F)(F)F)=O N-(4-(6-methoxy-7-(piperidin-4-ylmethoxy)quinazolin-4-yl)phenyl)-2-(4-(trifluoromethyl)phenyl)acetamide